NC1=C(C2=C(S1)C(C(CC2)(C2=CC=CC=C2)C#N)=O)C(=O)NCCO 2-Amino-6-cyano-N-(2-hydroxyethyl)-7-oxo-6-phenyl-4,5,6,7-tetrahydrobenzo[b]thiophene-3-carboxamide